C(C)S(=O)C=1C(=NC=C(C1)C(F)(F)F)C(=N)NO 3-ethylsulfinyl-N-hydroxy-5-(trifluoromethyl)pyridine-2-carboxamidine